C(C)S(=O)(=O)CC=1C(=NC=C(C#N)C1)C 5-((ethylsulfonyl)methyl)-6-methylnicotinonitrile